ClC1=C(C(=O)NC2=CC3=C(C=C2)N2C(C=4C=CC=CC4C(=N2)C2=CC=C(C=C2)C)=N3)C=CC=C1 2-Chloro-N-[5-(4-methylphenyl)benzimidazo[2,1-a]phthalazin-10-yl]benzamide